2-(dodecyloxy)ethan-1-ol C(CCCCCCCCCCC)OCCO